2-(4-chlorophenyl)-5-quinoxalinecarboxamide ClC1=CC=C(C=C1)C1=NC=2C=CC=C(C2N=C1)C(=O)N